C(#N)C[C@@H](C1=CC=C(C=C1)S(=O)(=O)CC)NC(C1=CC=C(C=C1)N1[C@@H](CN(CC1)CC1=CC=C(C=C1)C(F)(F)F)COC(F)F)=O N-((S)-2-cyano-1-(4-(ethylsulfonyl)phenyl)ethyl)-4-((S)-2-((difluoromethoxy)methyl)-4-(4-(trifluoromethyl)benzyl)piperazin-1-yl)benzamide